C(=O)O.FC1(CN(CC1OCC1CN(CCO1)C)C=1C2=C(N=CN1)SC(=C2)C=2C(NC(NC2)=O)=O)F 5-[4-[3,3-Difluoro-4-[(4-methylmorpholin-2-yl)methoxy]pyrrolidine-1-yl]thieno[2,3-d]pyrimidin-6-yl]-1H-pyrimidine-2,4-dione formate salt